CC=1C=C(C=NC1C)C1=NC(N(C2=C(C=CC=C12)F)CC#C)(C)C 4-(5,6-dimethylpyridin-3-yl)-8-fluoro-2,2-dimethyl-1-(prop-2-yn-1-yl)-1,2-dihydroquinazoline